FC1=CC=C(C=C1)[C@H]1CCNC1 (R)-4-(4-Fluoro-phenyl)-pyrrolidine